CS(=O)(=O)CC1CN(C1)C=1C=NC(=C2C=C(N=CC12)N)C(C)C 8-[3-(methanesulfonylmeth-yl)azetidin-1-yl]-5-(propan-2-yl)-2,6-naphthyridin-3-amine